CN(C1CCOCC1)CCOC1=CC=CC=C1 4-[methyl(2-phenoxyethyl)amino]tetrahydropyran